12,22-bis((nonanoyloxy)methyl)-9,14,20,25-tetraoxo-10,15,19,24-tetraoxatritriacontan-17-aminium trifluoroacetate FC(C(=O)[O-])(F)F.C(CCCCCCCC)(=O)OCC(COC(CCCCCCCC)=O)CC(OCC(COC(CC(COC(CCCCCCCC)=O)COC(CCCCCCCC)=O)=O)[NH3+])=O